CN(C=1C2=C(N=C(N1)N1CC(C1)O)CC[S+]2[O-])C2CCOCC2 1-[4-[methyl(tetrahydropyran-4-yl)amino]-5-oxido-6,7-dihydro-thieno[3,2-d]pyrimidin-5-ium-2-yl]azetidin-3-ol